3-(quinolin-2-yl)-2-(p-tolyl)-4H-chromen-4-one N1=C(C=CC2=CC=CC=C12)C1=C(OC2=CC=CC=C2C1=O)C1=CC=C(C=C1)C